O1C(C=CC=C1)=C1OC=CC=C1 2,2'-bipyryl